8-[(1R)-1-(4-chloro-3-fluoro-anilino)ethyl]-3,6-dimethyl-2-phenyl-chromen-4-one ClC1=C(C=C(N[C@H](C)C=2C=C(C=C3C(C(=C(OC23)C2=CC=CC=C2)C)=O)C)C=C1)F